N-((1,2,3,5,6,7-hexahydro-s-indacen-4-yl)carbamoyl)-6-(methylamino)-5,6,7,8-tetrahydropyrazolo[5,1-b][1,3]oxazepine-3-sulfonimidamide C1CCC2=C(C=3CCCC3C=C12)NC(=O)NS(=O)(=N)C=1C=NN2C1OCC(CC2)NC